[Ru](Cl)Cl.C1(=CC=C(C=C1)C)C(C)C (p-Cymene) Ruthenium(II) dichloride